1-{4-[7-[1-(2-cyclopropyl-benzofuran-5-yl)-ethylamino]-1-(1-ethyl-propyl)-1H-pyrazolo[4,3-d]pyrimidin-5-yl]-piperazin-1-yl}-ethanone C1(CC1)C=1OC2=C(C1)C=C(C=C2)C(C)NC=2C1=C(N=C(N2)N2CCN(CC2)C(C)=O)C=NN1C(CC)CC